CN1CCN(CC1)CCN The molecule is a N-alkylpiperazine that is piperazine substituted by a methyl and a 2-aminoethyl group at the N atoms respectively. It has a role as a human metabolite.